2-bromo-3-fluoro-4-(methylamino)benzonitrile BrC1=C(C#N)C=CC(=C1F)NC